[2-(trifluoromethyl)phenyl]methanol FC(C1=C(C=CC=C1)CO)(F)F